N1(CCCCC1)CC1=CC=C(/C=C/C2=NN(C3=CC(=CC=C23)\C=C/2\C(NCC23CCOCC3)=O)C3OCCCC3)C=C1 (E)-4-((3-((E)-4-(piperidin-1-ylmethyl)styryl)-1-(tetrahydro-2H-pyran-2-yl)-1H-indazol-6-yl)methylene)-8-oxa-2-azaspiro[4.5]decan-3-one